C(CCCCCCCCCCCCC)OC(CN(C)C)=O N,N-dimethylaminoacetic acid tetradecyl ester